2-trifluoromethyl-1-bromoethane FC(CCBr)(F)F